C(C)OC(CCC(=O)C1=NC(=CC(=C1O)C#N)C1=C(C=CC(=C1)C)C)=O 4-[4-cyano-6-(2,5-dimethyl-phenyl)-3-hydroxy-pyridin-2-yl]-4-oxo-butyric acid ethyl ester